1-(((S)-10-hydroxy-7-((R)-4,4,4-trifluoro-2-methylbutyryl)-7-azaspiro[4.5]decan-10-yl)methyl)-N,N-dimethyl-6-oxo-4-phenyl-1,6-dihydropyridine-3-carboxamide O[C@]1(CCN(CC12CCCC2)C([C@@H](CC(F)(F)F)C)=O)CN2C=C(C(=CC2=O)C2=CC=CC=C2)C(=O)N(C)C